NC1=C(C=CC=C1)CS(=O)CC1=C(C=CC=C1)N (R)-2-amino-phenylmethyl sulfoxide